CC1CCC=2NC(C(=CC21)C(=O)OC)=O methyl 5-methyl-2-oxo-1,5,6,7-tetrahydrocyclopenta[b]pyridine-3-carboxylate